NC1=CC=C(C=C1)NS(=O)(=O)C1=C(C=CC=C1)C(F)(F)F N-(4-aminophenyl)-2-trifluoromethylbenzenesulfonamide